COCCN1C=NC2=C1C=C(C=C2)C(=O)O 3-(2-methoxyethyl)benzimidazole-5-carboxylic acid